N1N=CC(=C1)/C=C/C=1C=C(C=NC1)O 5-[(E)-2-(1H-pyrazol-4-yl)vinyl]pyridin-3-ol